C(CC)(=O)NC1=CC=C(C=C1)C1=CC=C(C=N1)C(=O)NCC=1C=NC=CC1 6-[4-(propanoylamino)phenyl]-N-(3-pyridylmethyl)pyridine-3-carboxamide